3-Oxetanemethylamine O1CC(C1)CN